2-ethyl-N-{2-methyl-8-phenoxyimidazo[1,2-a]pyrazin-6-yl}-4-(piperazin-1-yl)indazole-7-carboxamide C(C)N1N=C2C(=CC=C(C2=C1)N1CCNCC1)C(=O)NC=1N=C(C=2N(C1)C=C(N2)C)OC2=CC=CC=C2